3-isopropylphenyl-boric acid C(C)(C)C=1C=C(C=CC1)OB(O)O